methyl (S)-3-cyano-3-phenylpropionate C(#N)[C@@H](CC(=O)OC)C1=CC=CC=C1